1-(3,5-di-tert-butyl-4-hydroxyphenyl) propionate C(CC)(=O)OC1=CC(=C(C(=C1)C(C)(C)C)O)C(C)(C)C